4-[[(6-chloropyridin-3-yl)methyl](2,2-difluoroethyl)amino]-5-methylfuran-2(5H)-one ClC1=CC=C(C=N1)CN(C1=CC(OC1C)=O)CC(F)F